C(C)(C)(C)C1=CC=C(C=C1)N(C(=O)[C@@H]1NCCC1)C(C(NCC1=CC=NC=C1)=O)C=1C=NC=CC1 (2R)-N-(4-tert-butylphenyl)-N-[2-oxo-1-(3-pyridyl)-2-(4-pyridylmethylamino)ethyl]pyrrolidine-2-carboxamide